1-(4-bromobenzyl)-5-methyl-1H-pyrazole-3-carboxylic acid ethyl ester C(C)OC(=O)C1=NN(C(=C1)C)CC1=CC=C(C=C1)Br